O[C@H]1[C@H](COC1)NC(=O)C=1N(N=C2C=CC(=CC12)OCC1=C(N=CS1)C)C N-[(3s,4s)-4-hydroxyoxolan-3-yl]-2-methyl-5-[(4-methyl-1,3-thiazol-5-yl)methoxy]-2H-indazole-3-carboxamide